((2S,3R)-4-benzyl-6,6-difluoro-2-methylmorpholin-3-yl-5,5-d2)methanol C(C1=CC=CC=C1)N1[C@@H]([C@@H](OC(C1([2H])[2H])(F)F)C)CO